ClC1=C(OCC(=O)N2CCNCC2)C=CC(=C1)Cl 2-(2,4-dichlorophenoxy)-1-piperazin-1-yl-ethanone